(2S)-1-(2-(3,8-diazabicyclo[3.2.1]octan-8-yl)-5,7-dihydro-6H-pyrrolo[3,4-b]pyridin-6-yl)-2,3-dimethylbutan-1-one C12CNCC(CC1)N2C2=CC=C1C(=N2)CN(C1)C([C@H](C(C)C)C)=O